N1=CN=C(C2=C1NC=C2)C=2C(=NC=CC2)NC=2C=CC(=C(C2)NC(C2=CC(=CC=C2)C(F)(F)F)=O)F N-(5-(3-(7H-pyrrolo[2,3-d]pyrimidin-4-yl)pyridin-2-ylamino)-2-fluorophenyl)-3-(trifluoromethyl)benzamid